3,5-difluorophenylbiphenyl phosphate P(=O)(O)(O)O.FC=1C=C(C=C(C1)F)C1=C(C=CC=C1)C1=CC=CC=C1